rac-(5s,7s)-7-fluoro-2-[(R)-isopropylsulfinyl]-5-phenyl-6,7-dihydro-5H-pyrrolo[1,2-b][1,2,4]triazole F[C@H]1C[C@H](N2N=C(N=C21)[S@](=O)C(C)C)C2=CC=CC=C2 |&1:1,3|